F[B-](F)(F)F.CC1=C(C(=CC=C1)C)[N+]#N 2,6-dimethylphenyl-diazonium tetrafluoroborate